(S)-N-(6-Cyano-5-(trifluoromethyl)pyridin-3-yl)-3-(4-cyano-3-phenyl-1H-pyrazol-1-yl)-2-hydroxy-2-methylpropanamide C(#N)C1=C(C=C(C=N1)NC([C@@](CN1N=C(C(=C1)C#N)C1=CC=CC=C1)(C)O)=O)C(F)(F)F